C1(=CC=CC=C1)N1N=CC(=C1)C=1SC=C(N1)C(=O)N(C(C)C)C1CCNCC1 2-(1-phenyl-1H-pyrazol-4-yl)-N-(piperidin-4-yl)-N-(propan-2-yl)-1,3-thiazole-4-carboxamide